5-(Benzofuran-3-yl)-3-methyl-1,2,3,6-tetrahydropyridine O1C=C(C2=C1C=CC=C2)C2=CC(CNC2)C